((S)-1-(3-fluoropyridin-2-yl)-ethyl)quinoline-4-carboxamide FC=1C(=NC=CC1)[C@@H](C)C1=NC2=CC=CC=C2C(=C1)C(=O)N